5-(2-Fluoropyridin-3-yl)-1-isopropyl-N-(4-methoxybenzyl)-3-methyl-1H-pyrazolo[4,3-b]pyridin-7-amine FC1=NC=CC=C1C1=CC(=C2C(=N1)C(=NN2C(C)C)C)NCC2=CC=C(C=C2)OC